(S)-5-(benzyloxy)-2-((tert-butoxycarbonyl)amino)-5-oxopentanoic acid C(C1=CC=CC=C1)OC(CC[C@@H](C(=O)O)NC(=O)OC(C)(C)C)=O